Nitrotoluen (2,3-Dichloropropyl)Phthalate ClC(COC(C=1C(C(=O)O)=CC=CC1)=O)CCl.[N+](=O)([O-])CC1=CC=CC=C1